pyrimidineOne C1=CNC(=O)N=C1